FC=1C(=C(C=CC1)NC1=C(NC2=C1C(NCC2)=O)C2=C(C=NC=C2)OC[C@@H]2N(CC2)C(=O)OC(C)(C)C)OC tert-butyl (2R)-2-{[(4-{3-[(3-fluoro-2-methoxyphenyl)amino]-4-oxo-1H,5H,6H,7H-pyrrolo[3,2-c]pyridin-2-yl}pyridin-3-yl)oxy]methyl}azetidine-1-carboxylate